OCC(CNC(OCC1=CC=CC=C1)=O)(CO)CO benzyl (3-hydroxy-2,2-bis(hydroxymethyl)propyl)carbamate